FC(CC(C(=O)NC1=NC=CC(=C1)C1=C(C=2C(NC3(CC2N1)CCC3)=O)NC3=C(C=CC=C3)C)C3=CC=C(C=C3)F)F (+)-4,4-difluoro-2-(4-fluorophenyl)-N-{4-[3'-(2-methylanilino)-4'-oxo-1',4',5',7'-tetrahydrospiro[cyclobutane-1,6'-pyrrolo[3,2-c]pyridin]-2'-yl]pyridin-2-yl}butanamide